[Cl-].C[N+](CCCCCCCCCCCCCCCC)(CCCCCCCCCCCCCCCC)C Dimethyl-dicetyl-ammonium chloride